benzyl 6-bromohexanoate BrCCCCCC(=O)OCC1=CC=CC=C1